FC1=CC=C(CN(S(=O)(=O)C=2SC=CC2)C#CC=2C(=C(C(=O)[O-])C=CC2)N2C=CC=C2)C=C1.[Li+] Lithium 3-((N-(4-fluorobenzyl)thiophen-2-sulfonamido)ethynyl)-2-(1H-pyrrol-1-yl)benzoate